Tert-butyl 3-[4-[3-[(4-methoxyphenyl)methyl]-2,4-dioxo-hexahydropyrimidin-1-yl]-8-isoquinolyl]-3,6-diazabicyclo[3.1.1]heptane-6-carboxylate COC1=CC=C(C=C1)CN1C(N(CCC1=O)C1=CN=CC2=C(C=CC=C12)N1CC2N(C(C1)C2)C(=O)OC(C)(C)C)=O